IC1=NN(C=2N=CC=C(C21)C(=O)O)C2=CC=C(C=C2)OC(F)(F)F 3-Iodo-1-(4-(trifluoromethoxy)phenyl)-1H-pyrazolo[3,4-b]pyridine-4-carboxylic acid